5,10,15,20-Tetra(4-pyridyl)-21H,23H-porphine N1=CC=C(C=C1)C=1C2=CC=C(N2)C(=C2C=CC(C(=C3C=CC(=C(C=4C=CC1N4)C4=CC=NC=C4)N3)C3=CC=NC=C3)=N2)C2=CC=NC=C2